BrC=1C=C(C=CC1)C(C(=O)O)O (-)-2-(3-bromophenyl)-2-hydroxyacetic acid